O(C1=CC=CC=C1)CCC(=O)NC=1C=NN(C1)CC(=O)N1CCN(CCC1)C(=O)OC(C)(C)C tert-butyl 4-[2-[4-(3-phenoxypropanoylamino)pyrazol-1-yl]acetyl]-1,4-diazepane-1-carboxylate